4,4'-Dimercaptoazobenzene SC1=CC=C(C=C1)N=NC1=CC=C(C=C1)S